N-benzyl-6-(1H-pyrrolo[2,3-b]pyridin-3-yl)quinazolin-4-amine C(C1=CC=CC=C1)NC1=NC=NC2=CC=C(C=C12)C1=CNC2=NC=CC=C21